(Z)-N-(4-benzyl-1,4-oxazepan-6-ylidene)-2-methylpropane-2-sulfinamide C(C1=CC=CC=C1)N1CCOC\C(\C1)=N/S(=O)C(C)(C)C